ClC1=C(C=CC=C1)CC(=O)NC=1C=C(C2=CN(N=C2C1)CC1CCCC1)S(N)(=O)=O 2-(2-chlorophenyl)-N-(2-(cyclopentylmethyl)-4-sulfamoyl-2H-indazol-6-yl)acetamide